O=C1NC(CCC1N1C(C2=CC=CC(=C2C1)C#CCCNC(C1=NC=C(C=C1)C=1N=CC2=C(C=CC=C2C1)C1=CC=C2CCC(N(C2=C1)C)=O)=O)=O)=O N-(4-(2-(2,6-Dioxopiperidin-3-yl)-1-oxoisoindolin-4-yl)but-3-yn-1-yl)-5-(8-(1-methyl-2-oxo-1,2,3,4-tetrahydroquinolin-7-yl)isoquinolin-3-yl)picolinamide